BrC=1C(=NC(=NC1OC)N(CC1=CC=C(C=C1)OC)CC1=CC=C(C=C1)OC)F 5-bromo-4-fluoro-6-methoxy-N,N-bis[(4-methoxyphenyl)methyl]Pyrimidin-2-amine